COC1=CC(=NC=C1OC)NCC1=CC(=C(C(=C1)O)N1CC(NS1(=O)=O)=O)F 5-[4-[[(4,5-dimethoxy-2-pyridyl)amino]methyl]-2-fluoro-6-hydroxy-phenyl]-1,1-dioxo-1,2,5-thiadiazolidin-3-one